4-((2S,SR)-5-ethyl-4-(3-fluoro-4-(trifluoromethyl)phenyl)-2-methylpiperazin-1-yl)-1-methyl-2-oxo-1,2-dihydropyrido[3,2-d]pyrimidine-6-carbonitrile C(C)[C@@H]1N(C[C@@H](N(C1)C=1C2=C(N(C(N1)=O)C)C=CC(=N2)C#N)C)C2=CC(=C(C=C2)C(F)(F)F)F |&1:2|